N-((3-chloro-4-fluorophenyl)(5-methyl-4-(methylsulfonyl)-1H-imidazol-2-yl)methyl)-5-fluoro-3-methylpyridin-2-amine ClC=1C=C(C=CC1F)C(NC1=NC=C(C=C1C)F)C=1NC(=C(N1)S(=O)(=O)C)C